1,4-bis(5,6,7,8-tetrahydronaphthalen-2-yl)butane-1,4-dione C1=C(C=CC=2CCCCC12)C(CCC(=O)C1=CC=2CCCCC2C=C1)=O